FC=1C=C2C(=C(NC2=C(C1)F)C1=CC=C(C=C1)F)C1CC(C1)CNC(OCC)=O Ethyl ((3-(5,7-difluoro-2-(4-fluorophenyl)-1H-indol-3-yl)cyclobutyl)methyl)carbamate